naphthalen-2-ylmethyl (S)-spiro[2.2]pentane-1-carboxylate [C@@H]1(CC12CC2)C(=O)OCC2=CC1=CC=CC=C1C=C2